C(C)OC(=O)C1=C(N=CS1)N 4-amino-1,3-thiazole-5-carboxylic acid ethyl ester